2-ethylbutane-1,4-diol C(C)C(CO)CCO